(S)-1-Hydrazineylpropan-1,1-d2-2-ol N(N)C([C@H](C)O)([2H])[2H]